C(C)[C@]1(C(OCC=2C(N3CC=4C(=NC=5C=C(C(=CC5C4CCNC(C)C)C)F)C3=CC21)=O)=O)O (S)-4-ethyl-8-fluoro-4-hydroxy-11-(2-(isopropylamino)ethyl)-9-methyl-1,12-dihydro-14H-pyrano[3',4':6,7]indolizino[1,2-b]quinoline-3,14(4H)-dione